FC=1C=C2C(=CN(C2=CC1)C1CCNCC1)C 5-fluoro-3-methyl-1-(piperidin-4-yl)-1H-indole